COC1=CC=C(C2=C1OCO2)CC(C)N 1-(7-methoxy-1,3-benzodioxolan-4-yl)propan-2-amine